C(C1=CC=CC=C1)OC(=O)N1CCC(CC1)N1N=CC(=C1)NC1=NC=C(C(=N1)C1=CC=C(C(=O)O)C=C1)C 4-(2-((1-(1-((Benzyloxy)carbonyl)piperidin-4-yl)-1H-pyrazol-4-yl)amino)-5-methylpyrimidin-4-yl)benzoic Acid